FC(C1=NNC=C1C=1C=C2C=CN(C(C2=CC1)=O)CC=1C=C(C=CC1)NC(C1=CC=CC=C1)=O)F N-(3-((6-(3-(difluoromethyl)-1H-pyrazol-4-yl)-1-oxoisoquinolin-2(1H)-yl)methyl)phenyl)benzamide